N-Cbz-DL-alanine C(=O)(OCC1=CC=CC=C1)N[C@@H](C)C(=O)O |r|